(3R,5R)-3-fluoro-5-(9b-((3-fluorophenyl)sulfonyl)-7-(perfluoropropan-2-yl)-2,3,3a,4,5,9b-hexahydro-1H-pyrrolo[3,2-f]quinoline-3-carbonyl)-1-(2-hydroxy-2-methylpropyl)pyrrolidin-2-one F[C@H]1C(N([C@H](C1)C(=O)N1CCC2(C=3C=CC(=NC3CCC21)C(C(F)(F)F)(C(F)(F)F)F)S(=O)(=O)C2=CC(=CC=C2)F)CC(C)(C)O)=O